F[C@H]\1[C@@H]2C=C[C@H](C/C1=C\C=1N=CC(=NC1)C1=C(C=C(C=C1)C1=CC(=NC=C1)OC)O)N2 2-(5-((E)-((1S,2R,5S)-2-fluoro-8-azabicyclo[3.2.1]oct-6-en-3-ylidene)methyl)pyrazin-2-yl)-5-(2-methoxypyridin-4-yl)phenol